C(#N)C1=CC(=C(C(=O)NC2=CC=C3C=NN(C3=C2)C=2C=NN(C2)C)C=C1)C(C)C 4-Cyano-2-isopropyl-N-(1-(1-methyl-1H-pyrazol-4-yl)-1H-indazol-6-yl)benzamide